[(2R,3S,4R,5R)-5-[4-(cyclopentylamino)-2-(2-cyclopropyl-ethynyl)pyrrolo[2,3-d]-pyrimidin-7-yl]-3,4-dihydroxy-tetrahydro-furan-2-yl]methoxy-methylphosphonic acid C1(CCCC1)NC=1C2=C(N=C(N1)C#CC1CC1)N(C=C2)[C@H]2[C@@H]([C@@H]([C@H](O2)COCP(O)(O)=O)O)O